C(C)OC(=O)C1=CC=2C3(C4=CC=C(C=C4OC2C=C1)N(CC)CC)OC(C1=CC=CC=C13)=O 6'-(diethylamino)-3-oxospiro[isobenzofuran-1(3H),9'-(9H)xanthene]-2'-carboxylic acid ethyl ester